OC[C@@H](CC)NC1=NC=C(C(=N1)N1C=C(C=C1)C(=O)NC(CO)C1=CC(=CC=C1)Cl)C 1-(2-(((R)-1-hydroxybutan-2-yl)amino)-5-methylpyrimidin-4-yl)-N-(1-(3-chlorophenyl)-2-hydroxyethyl)-pyrrole-3-carboxamide